2,4,5-trifluoro-3-chloroaniline FC1=C(N)C=C(C(=C1Cl)F)F